NCC(=O)NS(=O)(=O)C1=C(C(=C(C=C1CCCCC)O)CC=C(CCC=C(C)C)C)O 2-amino-N-((3-(3,7-dimethylocta-2,6-dien-1-yl)-2,4-dihydroxy-6-pentylphenyl)sulfonyl)acetamide